C(C)OC(=O)C1=CC=2C(=NC(=CC2)Br)N1 6-bromo-1H-pyrrolo[2,3-b]Pyridine-2-carboxylic acid ethyl ester